OI1(OC(C2=C1C=CC=C2)=O)=O 1-hydroxy-1-oxo-3H-1λ5,2-benziodaoxol-3-one